CN1N=CC(=N1)C=1C=C(C=CC1)C=O [3-(2-methyl-2H-1,2,3-triazol-4-yl)phenyl]methanone